ClC1=CC(=C2C(=N1)C1(OCC2)COCC1)OCCCOCCN(C)C 2-(3-((2'-Chloro-4,5,5',6'-Tetrahydro-2H-Spiro[Furan-3,8'-Pyrano[3,4-b]Pyridine]-4'-yl)Oxy)Propoxy)-N,N-Dimethylethylamine